CC1(CCN(CC1)CC1=CC=C(CNC2=CC=CC=3N=NN(C(C32)=O)C3C(NC(CC3)=O)=O)C=C1)C 3-(5-((4-((4,4-dimethylpiperidin-1-yl)methyl)benzyl)amino)-4-oxobenzo[d][1,2,3]triazin-3(4H)-yl)piperidine-2,6-dione